COC(C1=CC=C(C=C1)C(NC1=CC2=C(NC(=N2)C2=CC=C(C=C2)F)C=C1)=O)=O 4-((2-(4-fluorophenyl)-1H-benzimidazol-5-yl)carbamoyl)benzoic acid methyl ester